OC1=C(C=C(C=C1)N=NC1=CC=C(C=C1)O)C 4,4'-dihydroxy-3-methylazobenzene